2,6-Bis(benzyloxy)-3-(2,6-difluoro-4-(4-(4-(4,4,5,5-tetramethyl-1,3,2-dioxaborolan-2-yl)phenyl)piperidin-1-yl)phenyl)pyridine C(C1=CC=CC=C1)OC1=NC(=CC=C1C1=C(C=C(C=C1F)N1CCC(CC1)C1=CC=C(C=C1)B1OC(C(O1)(C)C)(C)C)F)OCC1=CC=CC=C1